6-[4-(4-ethylpiperazine-1-ylmethyl)phenyl]-N-[1(R)-phenylethyl]-7H-pyrrolo[2,3-D]pyrimidin-4-amine C(C)N1CCN(CC1)CC1=CC=C(C=C1)C1=CC2=C(N=CN=C2N[C@H](C)C2=CC=CC=C2)N1